2-(2-chlorophenyl)-N-[4-(3,5-dichloro-2-oxopyridin-1(2H)-yl)-3-sulfamoylphenyl]acetamide ClC1=C(C=CC=C1)CC(=O)NC1=CC(=C(C=C1)N1C(C(=CC(=C1)Cl)Cl)=O)S(N)(=O)=O